C1(CCC1)C=1C=NN2C1N=C(C=C2N(C(OC(C)(C)C)=O)C2=CC(=CC=C2)F)NCC2=C(C=C(C=C2)OC)OC tert-butyl (3-cyclobutyl-5-((2,4-dimethoxybenzyl)amino)pyrazolo[1,5-a]pyrimidin-7-yl)(3-fluorophenyl)carbamate